O=S1(CC(CC1)NN)=O 2-(1,1-dioxotetrahydrothiophen-3-yl)hydrazine